2-(2-pyridyldithio)-ethylamine N1=C(C=CC=C1)SSCCN